N-(3-bromo-5-(methylsulfonamido)phenyl)-4-phenylthiophene-2-carboxamide BrC=1C=C(C=C(C1)NS(=O)(=O)C)NC(=O)C=1SC=C(C1)C1=CC=CC=C1